(3-[(CYCLOPENTYLSULFANYL)METHYL]PHENYL)BORANEDIOL C1(CCCC1)SCC=1C=C(C=CC1)B(O)O